C(C)OC(=O)C=1C(=NC(=NC1)N(C)CCN(C)C)O.OC1=C(C=C(C=C1C)CCC(C)=O)C 4-(4-hydroxy-3,5-dimethylphenyl)butan-2-one Ethyl-2-((2-(dimethylamino)ethyl)(methyl)amino)-4-hydroxypyrimidine-5-carboxylate